N1=C(C=CC=C1)SSCCCCC1(N(CC1)CC(CCCCCCCC)O)CC(CCCCCCCC)O 1,1'-((4-(pyridin-2-yldisulfanyl)butyl)azetidinediyl)bis(decan-2-ol)